BrC1=C(C=2N=CC(=NC2C=C1)OC)C#N 6-bromo-2-methoxyquinoxaline-5-carbonitrile